C1(CC1)C1=C(C=C(C(=C1)CO)OCC)C1=NN(C(O1)=O)C 5-(2-cyclopropyl-5-ethoxy-4-(hydroxymethyl)phenyl)-3-methyl-1,3,4-oxadiazol-2(3H)-one